O1CCN(CC1)C1=C2N=C(N(C2=NC(=N1)N1N=C(C=C1)C1CCN(CC1)C(=O)OC(C)(C)C)COCC[Si](C)(C)C)C1=CC=NC=C1 tert-butyl 4-(1-(6-morpholino-8-(pyridin-4-yl)-9-((2-(trimethylsilyl)ethoxy)methyl)-9H-purin-2-yl)-1H-pyrazol-3-yl)piperidine-1-carboxylate